3-(1-(Piperidin-4-yl)-1H-indol-4-yl)piperidine-2,6-dione tert-Butyl-4-(4-(2,6-bis(benzyloxy)pyridin-3-yl)-1H-indol-1-yl)piperidine-1-carboxylate C(C)(C)(C)OC(=O)N1CCC(CC1)N1C=CC2=C(C=CC=C12)C=1C(=NC(=CC1)OCC1=CC=CC=C1)OCC1=CC=CC=C1.N1CCC(CC1)N1C=CC2=C(C=CC=C12)C1C(NC(CC1)=O)=O